FC(C=1C(=C(C=CC1)[C@@H](C)NC=1C2=C(N=C(N1)C)C=NC(=C2)OC)C)F N-{(1R)-1-[3-(difluoromethyl)-2-methylphenyl]ethyl}-6-methoxy-2-methylpyrido[3,4-d]pyrimidin-4-amine